(2R,4R)-1-(3-chloro-2-fluorobenzyl)-2-methyl-4-((6-((5-methyl-1H-pyrazol-3-yl)amino)-4-(pyrimidin-2-yl)pyridin-2-yl)methyl)-piperidine-4-carboxylic acid ClC=1C(=C(CN2[C@@H](C[C@@](CC2)(C(=O)O)CC2=NC(=CC(=C2)C2=NC=CC=N2)NC2=NNC(=C2)C)C)C=CC1)F